5-O-ethyl 3-O-methyl 4-(2,3-dichlorophenyl)-2,6-dimethyl-1,4-dihydropyridine-3,5-dicarboxylate ClC1=C(C=CC=C1Cl)C1C(=C(NC(=C1C(=O)OCC)C)C)C(=O)OC